di(methyloxypropyl)amide COCCC[N-]CCCOC